C(CCCCCCCCCCCCCC=CCCCCCCCC)(=O)OCCCCCCCCCCCCCCCCCCCCCCCO 23-hydroxytricosyl tetracos-15-enoate